nickel-zinc [Zn].[Ni]